FC1=CC=C(C=C1)NC(=S)N[C@H](C)C1=CC=CC2=CC=CC=C12 (R)-1-(4-fluorophenyl)-3-(1-(naphthalen-1-yl)ethyl)thiourea